2-(2H-benzotriazol-2-yl)-4,6-bis(1-methyl-1-phenylmethyl)phenol N=1N(N=C2C1C=CC=C2)C2=C(C(=CC(=C2)C(C2=CC=CC=C2)C)C(C)C2=CC=CC=C2)O